3-pyridinecarboxylic acid, phenylmethyl ester N1=CC(=CC=C1)C(=O)OCC1=CC=CC=C1